sodium pyrophosphate, tetramethyl-ammonium salt C[N+](C)(C)C.[O-]P([O-])(=O)OP(=O)(O)O.[Na+]